Cl.Cl.FC(C=1C=NC(=NC1)N1C2CNC(C1)CC2)(F)F (±)-2-(5-(trifluoromethyl)pyrimidin-2-yl)-2,5-diazabicyclo[2.2.2]octane dihydrochloride